1-[(3,4-diamino-2-fluorophenyl)methyl]pyrrolidin-2-one tert-butyl-(8-((2-hydroxyethyl)(methyl)amino)-8-oxooctyl)-carbamate C(C)(C)(C)N(C(O)=O)CCCCCCCC(=O)N(C)CCO.NC=1C(=C(C=CC1N)CN1C(CCC1)=O)F